6-bromo-3,3-dimethyl-3,4-dihydroquinoline-2(1H)-thione BrC=1C=C2CC(C(NC2=CC1)=S)(C)C